NCCN1N=CC(=C1)C=1C=CC=2N=CN=C(C2N1)NC1=C(C=C(C=C1)F)OC(C)C 6-(1-(2-aminoethyl)-1H-pyrazol-4-yl)-N-(4-fluoro-2-isopropoxyphenyl)pyrido[3,2-d]pyrimidin-4-amine